Tert-butyl (6-(((3-amino-4-methoxy-5-(1-methyl-1H-1,2,4-triazol-3-yl)benzyl)(methyl)amino)methyl)-5-fluoropyridin-2-yl)carbamate NC=1C=C(CN(C)CC2=C(C=CC(=N2)NC(OC(C)(C)C)=O)F)C=C(C1OC)C1=NN(C=N1)C